(R)-5-methyl-N-((S)-5-methyl-4-oxo-2,3,4,5-tetrahydrobenzo[b][1,4]oxazepin-3-yl)-4,5,6,7-tetrahydro-1H-indazole-3-carboxamide C[C@H]1CC=2C(=NNC2CC1)C(=O)N[C@@H]1C(N(C2=C(OC1)C=CC=C2)C)=O